C(C)(C)(C)OC(=O)N[C@H](COCCCC1=CC=C(C=C1)CCC(=O)O)CCC(N)=O 3-(4-[3-[(2S)-2-[(tert-butoxycarbonyl)amino]-4-carbamoylbutoxy]propyl]phenyl)propanoic acid